C(C1=CC=CC=C1)OC(=O)N1[C@@H](C[C@H](C1)F)C(=O)O (2S,4R)-1-benzyloxycarbonyl-4-fluoro-pyrrolidine-2-carboxylic acid